butoxyacetic acid C(CCC)OCC(=O)O